C(C)(=O)O[C@@]1([C@H](O[C@H]([C@@H]1OC(C)=O)N1C2=NC(=NC(=C2N=C1)NC1CCCC1)Cl)COC(C(=O)N)C(=O)OCC)C#C (2R,3R,4R,5R)-2-(((1-amino-3-ethoxy-1,3-dioxopropan-2-yl)oxy)methyl)-5-(2-chloro-6-(cyclopentylamino)-9H-purin-9-yl)-3-ethynyltetrahydrofuran-3,4-diyl diacetate